N-(7-(3-oxabicyclo[3.1.0]hexan-6-ylethynyl)-4-((3,4-dichloro-2-fluorophenyl)amino)quinazolin-6-yl)acrylamide C12COCC2C1C#CC1=C(C=C2C(=NC=NC2=C1)NC1=C(C(=C(C=C1)Cl)Cl)F)NC(C=C)=O